C(#N)C=1C=C(CN(C(=O)C2CCN(CC2)C2=NC=C(C(=N2)C2=C(C=NN2C)C)F)O)C=C(C1)F N-(3-cyano-5-fluorobenzyl)-1-(4-(1,4-dimethyl-1H-pyrazol-5-yl)-5-fluoropyrimidin-2-yl)-N-hydroxypiperidine-4-carboxamide